C1(=CC=CC=C1)C1=NN2C(C=CC=C2)=C1C1=NC(=NC=C1)N[C@@H]1CNCCC1 (S)-4-(2-phenylpyrazolo[1,5-a]pyridin-3-yl)-N-(piperidin-3-yl)pyrimidin-2-amine